N1C[C@@H](CC1)N1CCCCC1 (R)-1-(pyrrolidin-3-yl)piperidine